COC1=CC=C(C=C1)C1=CC(=NN1)NC1=CC2=C(NC(N2)=O)C=C1 5-((5-(4-methoxyphenyl)-1H-pyrazol-3-yl)amino)-1,3-dihydro-2H-benzo[d]imidazol-2-one